tert-Butyl 2-(3-(benzyloxy)-4-nitrobenzyl)-5-oxopyrrolidine-1-carboxylate C(C1=CC=CC=C1)OC=1C=C(CC2N(C(CC2)=O)C(=O)OC(C)(C)C)C=CC1[N+](=O)[O-]